7-((isobutylamino)methyl)-N-(3-((1s,3s)-3-methyl-1-(4-methyl-4H-1,2,4-triazol-3-yl)cyclobutyl)phenyl)-1H-pyrrolo[3,2-b]pyridine-5-carboxamide C(C(C)C)NCC1=C2C(=NC(=C1)C(=O)NC1=CC(=CC=C1)C1(CC(C1)C)C1=NN=CN1C)C=CN2